rac-dimethylsilyl-bis(tetrahydroindenyl)zirconium dichloride [Cl-].[Cl-].C[SiH](C)[Zr+2](C1CCC2CC=CC=C12)C1CCC2CC=CC=C12